2-(trans-3-((2-methyl-6-(1-methyl-5-(((4-(pyridin-2-yl)pyrimidin-2-yl)amino)methyl)-1H-1,2,3-triazol-4-yl)pyridin-3-yl)oxy)cyclopentyl)acetic acid CC1=NC(=CC=C1O[C@@H]1C[C@H](CC1)CC(=O)O)C=1N=NN(C1CNC1=NC=CC(=N1)C1=NC=CC=C1)C